tert-butoxycarbonyl-3-pyrrolidone C(C)(C)(C)OC(=O)N1CC(CC1)=O